tert-butyl (5-(5-((5-bromopyridin-2-yl)methyl)-1,3,4-thiadiazol-2-yl)pyridin-2-yl)carbamate BrC=1C=CC(=NC1)CC1=NN=C(S1)C=1C=CC(=NC1)NC(OC(C)(C)C)=O